CN1C(N(C=2N=CNC2C1=O)CC(C)C)=O 1-methyl-3-(2-methylpropyl)-7H-purine-2,6-dione